4-(8-fluoroquinolin-6-yl)pyridin-2-amine FC=1C=C(C=C2C=CC=NC12)C1=CC(=NC=C1)N